2,4,6-trichloropyridine-3-carbonyl chloride ClC1=NC(=CC(=C1C(=O)Cl)Cl)Cl